tert-butyl 2-(5-(4-fluoro-2-(methoxycarbonyl)phenoxy)pyrimidin-4-yl)-2,7-diazaspiro[3.5]nonane-7-carboxylate FC1=CC(=C(OC=2C(=NC=NC2)N2CC3(C2)CCN(CC3)C(=O)OC(C)(C)C)C=C1)C(=O)OC